NC1=NC=CC=C1C1=NC=2C(=NC=CC2)N1C1=CC=C(CN2CCNCC2)C=C1 4-(4-(2-(2-Aminopyridin-3-yl)-3H-imidazo[4,5-b]pyridin-3-yl)benzyl)piperazine